O=C1N(CC2=CC(=CC=C12)O[C@H]1[C@@H](CCCC1)NCC1(CC1)C(F)(F)F)C1C(NC(CC1)=O)=O 3-(1-Oxo-5-(((1R,2R)-2-(((1-(trifluoromethyl)cyclopropyl)methyl)amino)cyclohexyl)oxy)isoindolin-2-yl)piperidin-2,6-dion